Dimethyl hept-2-ene-5,6-dicarboxylate CC=CCC(C(C)C(=O)OC)C(=O)OC